(S)-1-(trityloxy)pent-4-en-2-ol C(C1=CC=CC=C1)(C1=CC=CC=C1)(C1=CC=CC=C1)OC[C@H](CC=C)O